C(C)(=O)S[C@@H]1C[C@H](C1)C(=O)OC(C)(C)C (trans)-tert-butyl 3-(acetylthio)cyclobutanecarboxylate